3-(difluoromethyl)-4-((5-(piperidin-1-yl)thiophen-2-yl)methylene)isoxazol-5(4H)-one FC(C1=NOC(C1=CC=1SC(=CC1)N1CCCCC1)=O)F